C1(CC1)C1=C(CN2C(N([C@@H](C=3C2=NN(C3)C)C)C3CCN(CC3)C3=C(C=CC=C3F)C3CC3)=O)C=CC=C1 (R)-7-(2-Cyclopropyl-benzyl)-5-[1-(2-cyclopropyl-6-fluoro-phenyl)-piperidin-4-yl]-2,4-dimethyl-2,4,5,7-tetrahydro-pyrazolo[3,4-d]pyrimidin-6-on